5-(2-Aminopyridin-4-yl)-7-((trimethylsilyl)ethynyl)-1H-indazol-3-amine NC1=NC=CC(=C1)C=1C=C2C(=NNC2=C(C1)C#C[Si](C)(C)C)N